2-{[(3R,4S)-3-fluoro-1-[4-({8-[3-(methanesulfonylmeth-yl)azetidin-1-yl]-5-(propan-2-yl)isoquinolin-3-yl}amino)pyrimidin-2-yl]piperidin-4-yl]oxy}ethan-1-ol F[C@@H]1CN(CC[C@@H]1OCCO)C1=NC=CC(=N1)NC=1N=CC2=C(C=CC(=C2C1)C(C)C)N1CC(C1)CS(=O)(=O)C